(1R,3R,5R)-N-((R)-(4-chloro-2,5-difluorophenyl)(cyclopropyl)methyl)-2-((4-ethyl-2-pyridinyl)carbonyl)-2-azabicyclo[3.1.0]hexane-3-carboxamide ClC1=CC(=C(C=C1F)[C@H](NC(=O)[C@@H]1N([C@@H]2C[C@@H]2C1)C(=O)C1=NC=CC(=C1)CC)C1CC1)F